Cl.ClC=1C=C2C(C(=CN(C2=CC1N1CC2=NC=CC=C2C1)CC1CCNCC1)C(=O)O)=O 6-chloro-7-(5,7-dihydro-6H-pyrrolo[3,4-b]pyridin-6-yl)-4-oxo-1-(piperidin-4-yl-methyl)-1,4-dihydroquinoline-3-carboxylic acid hydrochloride